CC(CCCCCCCCCCCCC(=O)OCC)CC ethyl 14-methyl-hexadecanoate